ClC1=CC=C(C(=C1C1=C(C(=NC(=N1)NC1=CC(=C(C=C1)C1CCN(CC1)C)C#N)OC)C(=O)N)C)O (6-chloro-3-hydroxy-2-methylphenyl)-2-((3-cyano-4-(1-methylpiperidin-4-yl)phenyl)amino)-4-methoxypyrimidine-5-carboxamide